(trans-4-((4-((5-(2-(ethyl(isopropyl)carbamoyl)-4-fluorophenoxy)pyrimidine-4-yl)amino)piperidin-1-yl)methyl)cyclohexyl)tert-butyl carbamate C(N)(OC(C[C@@H]1CC[C@H](CC1)CN1CCC(CC1)NC1=NC=NC=C1OC1=C(C=C(C=C1)F)C(N(C(C)C)CC)=O)(C)C)=O